C[Si](OCCOC)(OCCOC)OCCOC methyl-tris-(2-methoxyethoxy)silane